FC(C(=O)NNC(=O)C1=NC=C2N1C=C(N=C2N2CCN(CC2)C(C(C)C)=O)S(=O)(=O)N(C2(CC2)C)CC2=CC=C(C=C2)OC)F 3-(2-(2,2-difluoroacetyl)hydrazine-1-carbonyl)-8-(4-isobutyrylpiperazin-1-yl)-N-(4-methoxybenzyl)-N-(1-methylcyclopropyl)imidazo[1,5-a]pyrazine-6-sulfonamide